CC(CC1=C(C=C(C=C1Cl)Cl)Cl)N(C(=O)C2=CN(N=C2C(F)F)C)OC The molecule is a monocarboxylic acid amide obtained by formal condensation of the carboxy group of 3-(difluoromethyl)-1-methylpyrazole-4-carboxylic acid with the amino group of N-methoxy-1-(2,4,6-trichlorophenyl)propan-2-amine. It is a trichlorobenzene, a monocarboxylic acid amide, an aromatic amide, a member of pyrazoles and an organofluorine compound.